C(C)(C)C1=C(NC2=CC=C(C=C12)C1CCN(CC1)CCS(=O)(=O)C)C1=C2C=CC=NC2=C(C=C1)C#N 5-(3-isopropyl-5-(1-(2-(methylsulfonyl)ethyl)piperidin-4-yl)-1H-indol-2-yl)quinoline-8-carbonitrile